ClC=1C(=CC(=NC1)OC)C1=CC(=NN1)C(=O)N1CCC(CC1)C(=O)NC1CC(CC1)(F)F (5-(5-chloro-2-methoxypyridin-4-yl)-1H-pyrazole-3-carbonyl)-N-(3,3-difluorocyclopentyl)piperidine-4-carboxamide